(4-((8-fluoro-2-methyl-3-oxo-3,4-dihydroquinoxalin-6-yl)methyl)piperazin-1-yl)thiazole-5-carbonitrile FC=1C=C(C=C2NC(C(=NC12)C)=O)CN1CCN(CC1)C=1SC(=CN1)C#N